N-(3-chloro-2-methoxyphenyl)-4-hydroxy-2-oxo-5,6-dihydro-1H-pyridine-3-carbothioamide ClC=1C(=C(C=CC1)NC(=S)C=1C(NCCC1O)=O)OC